O-Pinacolyl methyl fluorophosphonate FP(OC(C)C(C)(C)C)(OC)=O